sodium 3-(2-methyl-2H-pyrazolo[3,4-b]pyridin-5-yl)quinoxaline-6-carboxylate CN1N=C2N=CC(=CC2=C1)C=1C=NC2=CC=C(C=C2N1)C(=O)[O-].[Na+]